(S,E)-N-((1,2,3,5,6,7-Hexahydro-s-indacen-4-yl)carbamoyl)-3-(pyrrolidin-2-yl)prop-1-en-1-sulfonamid C1CCC2=C(C=3CCCC3C=C12)NC(=O)NS(=O)(=O)\C=C\C[C@H]1NCCC1